C1(=CC=CC=C1)CCOP1(OC[C@@H]2[C@@H](O1)C[C@@H](O2)N2C(NC(C(=C2)F)=O)=O)=O 1-((4AR,6R,7aS)-2-(2-Phenylethoxy)-2-oxo-tetrahydro-4H-furo[3,2-d][1,3,2]dioxaphosphorin-6-yl)-5-fluoropyrimidine-2,4(1H,3H)-dione